(6-methylnicotinoyl)hydrazine CC1=NC=C(C(=O)NN)C=C1